Di-ethylhexyl-phthalate C(C)C1=C(C(=C(C(C(=O)[O-])=C1)C(=O)[O-])CCCCCC)CC